(1r,4r)-4-((5-(2,6-bis(benzyloxy)pyridin-3-yl)-2H-indazol-2-yl)methyl)cyclohexane-1-carboxylic acid C(C1=CC=CC=C1)OC1=NC(=CC=C1C1=CC2=CN(N=C2C=C1)CC1CCC(CC1)C(=O)O)OCC1=CC=CC=C1